2,3,5,6-tetra-fluoroPhenylalanine FC1=C(C[C@H](N)C(=O)O)C(=C(C=C1F)F)F